(S)-N-((R)-5-(5-ethyl-1,2,4-oxadiazol-3-yl)-2,3-dihydro-1H-inden-1-yl)-5-oxopyrrolidine-2-carboxamide C(C)C1=NC(=NO1)C=1C=C2CC[C@H](C2=CC1)NC(=O)[C@H]1NC(CC1)=O